methyl-1H-indol CN1C=CC2=CC=CC=C12